C(C)(C)(C)[Si]1(OC[C@@H]2[C@H](O1)[C@H]([C@@H](O2)N2C1=NC=NC(=C1N=C2)N(C(C2=CC=CC=C2)=O)C)F)C(C)(C)C N-(9-((4aR,6R,7R,7aS)-2,2-di-tert-butyl-7-fluorotetrahydro-4H-furo[3,2-d][1,3,2]dioxasilin-6-yl)-9H-purin-6-yl)-N-methylbenzamide